(2-bromo-6-iodophenyl)(methyl)sulfane BrC1=C(C(=CC=C1)I)SC